3-tert-butyl-1-(2-(2-methoxy-5-nitro-4-(pyrrolidin-1-yl)phenylamino)pyrimidine-4-yl)-1H-pyrazole-4-carbaldehyde C(C)(C)(C)C1=NN(C=C1C=O)C1=NC(=NC=C1)NC1=C(C=C(C(=C1)[N+](=O)[O-])N1CCCC1)OC